2-(1-((6-(3,5-dichlorophenyl)-3-fluoro-2-((2-(4-methylpiperazin-1-yl)pyrimidin-5-yl)oxy)pyridin-4-yl)methyl)piperidin-4-yl)acetic acid ClC=1C=C(C=C(C1)Cl)C1=CC(=C(C(=N1)OC=1C=NC(=NC1)N1CCN(CC1)C)F)CN1CCC(CC1)CC(=O)O